COC(=O)C1C(=CC(CC1(C)C)OC(C)=O)CC 4-acetoxy-2-ethyl-6,6-dimethylcyclohex-2-ene-1-carboxylic acid methyl ester